ClC1=NC(=NC=C1)OCC1=C(C=C(C#N)C=C1)OC 4-(((4-chloropyrimidin-2-yl)oxy)methyl)-3-methoxybenzonitrile